(R) or (S)-4-(3-(2-(pyridin-3-yl)pyrrolidin-1-yl)propyl)morpholine N1=CC(=CC=C1)[C@@H]1N(CCC1)CCCN1CCOCC1 |o1:6|